[N-](S(=O)(=O)C(F)(F)F)S(=O)(=O)C(F)(F)F.C[N+](CCCCCCCC)(CCCCCCCC)CCCCCCCC (methyltrioctylammonium) bis(trifluoromethylsulfonyl)imide